C(CCC)OCCCNCCCN1CCOCC1 N-(3-(n-butoxy)propyl)-3-morpholinopropan-1-amine